N1=CC=C(C=C1)CNC(=O)NC1=CC=C(C=C1)S(=O)(=O)C1=C(C=CC=C1)OC(F)(F)F 1-Pyridin-4-ylmethyl-3-[4-(2-trifluoromethoxy-benzenesulfonyl)-phenyl]-urea